CC1(COC2=C1C(CCC2)=O)C 3,3-dimethyl-3,5,6,7-tetrahydrobenzofuran-4(2H)-one